N-(2-methoxy-1-phenylethyl)-N,2,2-trimethylbutanamide COCC(C1=CC=CC=C1)N(C(C(CC)(C)C)=O)C